ClC1=CC=C2C(=C(NC2=C1C)C(=O)O)C 6-chloro-3,7-dimethyl-1H-indole-2-carboxylic acid